perfluoro-n-decyl-sodium benzoate C(C1=CC=CC=C1)(=O)O.FC(C(C(C(C(C(C(C(C(C(F)(F)F)(F)F)(F)F)(F)F)(F)F)(F)F)(F)F)(F)F)(F)F)([Na])F